2-methyltridecanol CC(CO)CCCCCCCCCCC